monoselenodipropionic acid C(CC[Se]CCC(=O)O)(=O)O